Bis(Tribromophenyl)Fumaramide BrC1=C(C(=C(C=C1)\C(=C(/C(=O)N)\C1=C(C(=C(C=C1)Br)Br)Br)\C(=O)N)Br)Br